C(C)C1=C(C=CC(=C1)CN1CC2(C1)CN(CCC2)S(=O)(=O)C)C2=CC=C(C=C2)C(C(F)(F)F)(C(F)(F)F)O 2-(2'-ethyl-4'-((6-(methylsulfonyl)-2,6-diazaspiro[3.5]nonan-2-yl)methyl)-[1,1'-biphenyl]-4-yl)-1,1,1,3,3,3-hexafluoropropan-2-ol